C(CCC)NC=1C2=C(N=C(N1)NC(OC)=O)C=NN2CC2=NC=C(C=C2OC)C2CCN(CC2)CC2CCOCC2 methyl (7-(butylamino)-1-((3-methoxy-5-(1-((tetrahydro-2H-pyran-4-yl)methyl)piperidin-4-yl)pyridin-2-yl)methyl)-1H-pyrazolo[4,3-d]pyrimidin-5-yl)carbamate